FC1=C(C(=O)N2CC3(C2)CC(C3)C(=O)N(C3=C(C=CC=C3)C)C)C=C(C=C1)O (E)-2-(2-fluoro-5-hydroxybenzoyl)-N-methyl-N-(o-tolyl)-2-azaspiro[3.3]heptane-6-carboxamide